ClC=1C=C(C=CC1)C1=CC(=CC=C1)N(C1=CC(N(C=2C=CC(=NC12)C#N)C)=O)CC1CC1 8-((3'-chloro-[1,1'-biphenyl]-3-yl)(cyclopropylmethyl)amino)-5-methyl-6-oxo-5,6-dihydro-1,5-naphthyridine-2-carbonitrile